C(C)(C)(C)C=1C=CC=2N(C3=CC=C(C=C3C2C1)C(C)(C)C)C1=C(C=C(C(=O)O)C(=C1)N1C2=CC=C(C=C2C=2C=C(C=CC12)C(C)(C)C)C(C)(C)C)C(=O)O 4,6-di(3,6-di-tert-butyl-9H-carbazole-9-yl)isophthalic acid